C1(CCC1)(CO)CO 1-cyclobutanedimethanol